2-benzyl-2-(3'-dimethylaminopropoxy)-1,7,7-trimethylbicyclo[2.2.1]heptane C(C1=CC=CC=C1)C1(C2(CCC(C1)C2(C)C)C)OCCCN(C)C